FC(C=1C(=C(C=CC1)[C@@H](C#C)NC=1C=2C(N=C(N1)C)=C(C(N(C2)C2(CC2)C(F)F)=O)F)F)F (R)-4-((1-(3-(difluoromethyl)-2-fluorophenyl)prop-2-yn-1-yl)amino)-6-(1-(difluoromethyl)cyclopropyl)-8-fluoro-2-methylpyrido[4,3-d]pyrimidin-7(6H)-one